C(C)(=O)O[C@H](COC1=C(C=C(C=C1Cl)S(=O)(=O)C1=CC=C(C=C1)OC[C@H](CN1C=NC=C1)OC(C)=O)Cl)CCl (R)-1-(4-((4-((S)-2-acetoxy-3-(1H-imidazol-1-yl)propoxy)phenyl)sulfonyl)-2,6-dichlorophenoxy)-3-chloropropan-2-yl acetate